(+)-beta-(3,4-dihydroxyphenyl)lactic acid OC=1C=C(C=CC1O)CC(C(=O)O)O